1-aminopropylamino-4-methylanthraquinone NC(CC)NC1=CC=C(C=2C(C3=CC=CC=C3C(C12)=O)=O)C